C(C)(=O)C1=C2CCC(C2=CC(=C1)C(C)(C)C)(C)C 4-acetyl-6-tertbutyl-1,1-dimethyl-indane